(S)-(-)-2-hydroxy-propanamide hydrochloride Cl.O[C@H](C(=O)N)C